2-{3-[(1R,3R)-3-(hydroxymethyl)-1-[(4-methyl-4H-1,2,4-triazol-3-yl)methyl]cyclobutyl]phenyl}-4-(trifluoromethyl)-2,3-dihydro-1H-isoindol-1-one OCC1CC(C1)(CC1=NN=CN1C)C=1C=C(C=CC1)N1C(C2=CC=CC(=C2C1)C(F)(F)F)=O